ClC=1C=C2C(=NC1)N(N=C2C=2N=CC1=C(N2)N(C=C1F)C(CC(=O)OCC)C(C)(C)C)C(C1=CC=CC=C1)(C1=CC=CC=C1)C1=CC=CC=C1 ethyl 3-(2-(5-chloro-1-trityl-1H-pyrazolo[3,4-b]pyridin-3-yl)-5-fluoro-7H-pyrrolo[2,3-d]pyrimidin-7-yl)-4,4-dimethylvalerate